methyl 3-(1-[(tert-butoxy)carbonyl](methyl)aminocyclopropyl)benzoate C(C)(C)(C)OC(=O)C1(C(C1)NC)C=1C=C(C(=O)OC)C=CC1